C(C)(C)(C)OC(=O)N(C(OC(C)(C)C)=O)C1=NC(=CC(=N1)Cl)C1=C(C=CC=C1)C(C)C tert-Butyl N-tert-butoxycarbonyl-N-[4-chloro-6-(2-isopropylphenyl)pyrimidin-2-yl]carbamate